FC(C1=CC=C(C=C1)N1C2=CC=CC=C2C=2C=C(C=CC12)C1=CC=C(C=O)C=C1)(F)F 4-(9-(4-trifluoromethylphenyl)-9H-carbazol-3-yl)benzaldehyde